strontium bisbromate Br(=O)(=O)[O-].Br(=O)(=O)[O-].[Sr+2]